iron copper nickel sulfonium [SH3+].[Ni+2].[Cu+2].[Fe+2]